CC=1C(=CC=C2C(CCOC12)=O)O[C@@H]1CCC2=CC(=CC=C12)C(=O)N (R)-1-((8-methyl-4-oxochroman-7-yl)oxy)-2,3-dihydro-1H-indene-5-carboxamide